4-[5-(2-morpholin-4-yl-ethoxy)-benzimidazol-1-yl]-aniline N1(CCOCC1)CCOC1=CC2=C(N(C=N2)C2=CC=C(N)C=C2)C=C1